ClC1=C(C(=O)N2COC3=C(C2)C=CC=C3C3=CC(=C(C(=O)O)C=C3F)N3C2COCC3CC2)C(=CC(=C1)N1CC2(C1)CC(C2)(F)F)Cl 4-[3-[2,6-Dichloro-4-(6,6-difluoro-2-azaspiro[3.3]heptan-2-yl)benzoyl]-2,4-dihydro-1,3-benzoxazin-8-yl]-5-fluoro-2-(3-oxa-8-azabicyclo[3.2.1]octan-8-yl)benzoic acid